ClC1(COC1)C1=CC=2N(C=C1)C(=CN2)C2=CC(=C(C(=O)NC1CC1)C(=C2)OC)OC(F)F 4-[7-(3-chlorooxetan-3-yl)imidazo[1,2-a]pyridin-3-yl]-N-cyclopropyl-2-(difluoromethoxy)-6-methoxy-benzamide